7-Chloro-5-fluoro-1-(3'-hydroxy-[1,1'-biphenyl]-4-yl)-1H-indazol-6-ol ClC=1C(=C(C=C2C=NN(C12)C1=CC=C(C=C1)C1=CC(=CC=C1)O)F)O